OC[C@H]1O[C@H]([C@H]2[C@@H]1OC(O2)(C)OC)N2C=C(C1=C2N=CNC1=O)F 7-[(3aR,4R,6R,6aR)-6-(Hydroxymethyl)-2-methoxy-2-methyl-3a,4,6,6a-tetrahydrofuro[3,4-d][1,3]dioxol-4-yl]-5-fluoro-3H-pyrrolo[2,3-d]pyrimidin-4-one